benzyl (4-fluoropyrrolidin-3-yl)(methyl)carbamate FC1C(CNC1)N(C(OCC1=CC=CC=C1)=O)C